OC1=C(C=C(C=C1)CCC(C(C(CCC1=CC(=C(C=C1)O)OC)=O)=CC1=CC=C(C=C1)[N+](=O)[O-])=O)OC 1,7-bis(4-hydroxy-3-methoxyphenyl)-4-(4-nitrobenzylidene)heptane-3,5-dione